BrCC1=CC(=C(C=C1)N1N=C(C=C1C)C(F)(F)F)F 1-(4-(bromomethyl)-2-fluorophenyl)-5-methyl-3-(trifluoromethyl)-1H-pyrazole